C=C1CC(C1)(C#N)CSC 3-methylene-1-((methylthio)methyl)cyclobutane-1-carbonitrile